3-(2-Cyclopropylpyridin-4-yl)-4-(3-sulfamoylphenylethynyl)-5-methyl-1H-pyrazole C1(CC1)C1=NC=CC(=C1)C1=NNC(=C1C#CC1=CC(=CC=C1)S(N)(=O)=O)C